5-((5-(2-Hydroxyethoxy)pyrimidin-4-yl)amino)-4-methoxyisoindolin-1-one OCCOC=1C(=NC=NC1)NC=1C(=C2CNC(C2=CC1)=O)OC